COC=1C=C(C=CC1)NC1=NC=C(C(=N1)NC1=CC=CC=C1)C(=O)N 2-(3-methoxyphenylamino)-4-(phenylamino)pyrimidine-5-carboxamide